ClC1=CC2=C(N=C(S2)C23CC(C2)(C3)NC(=O)C=3OC(=CC3)S(=O)(=N)C3CC3)C=C1 N-[3-(6-chloro-1,3-benzothiazol-2-yl)-1-bicyclo[1.1.1]pentanyl]-5-(cyclopropylsulfonimidoyl)furan-2-carboxamide